C(C1=CC=CC=C1)N[C@H]1[C@@H]2[C@H](N([C@H]1CO[Si](C)(C)C(C)(C)C)C(=O)OC)CCC2 Methyl (2R,3S,3aR,6aR)-3-(benzylamino)-2-(((tert-butyldimethylsilyl)oxy)methyl)-hexahydrocyclopenta[b]pyrrole-1(2H)-carboxylate